1-hexylnonyl 8-[2-(tert-butoxycarbonylamino)ethyl-(6-oxo-6-undecoxy-hexyl)amino]octanoate C(C)(C)(C)OC(=O)NCCN(CCCCCCCC(=O)OC(CCCCCCCC)CCCCCC)CCCCCC(OCCCCCCCCCCC)=O